2-(((4-Oxo-3,4-dihydroquinazolin-2-yl)methyl)thio)-3-phenethylpteridin-4(3H)-one O=C1NC(=NC2=CC=CC=C12)CSC1=NC2=NC=CN=C2C(N1CCC1=CC=CC=C1)=O